CS(=O)(=O)C=1C=C(C=CC1)C(C1CCN(CC1)C(=O)OC(C)(C)C)C1=CC=NC=C1 tert-Butyl 4-[(3-methylsulfonylphenyl)-(4-pyridyl)methyl]piperidine-1-carboxylate